CN1C2=C(C=3C=CC=CC13)CC1=CC=CC=C12 N-methyl-5,10-dihydroIndeno[1,2-b]indole